C(C)OC(=O)C1C(N(C(CC1C1=CC=C(C=C1)F)=O)C)=O 3-ethoxycarbonyl-4-(4'-fluorophenyl)-N-methyl-2,6-piperidinedione